FC(C=1C=CC=2C[C@]3(C[C@H](CC3)NS(=O)(=O)C)C=3OC=C(COC4=CC=CC=C4C1C2)N3)(F)F N-[(1'S,14R)-19-(trifluoromethyl)spiro[8,12-dioxa-21-azatetracyclo[14.3.1.110,13.02,7]henicosa-1(19),2,4,6,10,13(21),16(20),17-octaene-14,3'-cyclopentane]-1'-yl]methanesulfonamide